[6-[1-(1,3-dioxoisoindolin-2-yl)-1-methyl-ethyl]-3-pyridyl]boronic acid O=C1N(C(C2=CC=CC=C12)=O)C(C)(C)C1=CC=C(C=N1)B(O)O